N=1C=CN2C1C(=CC=C2)COC=2C(=CC(=NC2)OC)C2SCCN2C(C)=O 1-(2-(5-(imidazo[1,2-a]pyridin-8-ylmethoxy)-2-methoxypyridin-4-yl)thiazolidin-3-yl)ethanone